5-(4-bromo-2,6-dichloro-phenoxy)-N-[3-[tert-butyl(dimethyl)silyl]oxycyclobutyl]-2-methoxy-benzenesulfonamide BrC1=CC(=C(OC=2C=CC(=C(C2)S(=O)(=O)NC2CC(C2)O[Si](C)(C)C(C)(C)C)OC)C(=C1)Cl)Cl